C1(CC1)C1=NC=2N(C=C1OC)N=CC2C2=NC(=NC=C2)N[C@H]2CNCC[C@@H]2F (5-cyclopropyl-6-methoxypyrazolo[1,5-a]pyrimidin-3-yl)-N-((3S,4S)-4-fluoropiperidin-3-yl)pyrimidin-2-amine